COC1=CC=C(CN(C2=NC=C3C=C(C=NC3=C2)C=2C=C(C=NC2C)NC=2OC(=CN2)C(F)(F)F)C)C=C1 N-(5-(7-((4-methoxybenzyl)(methyl)amino)-1,6-naphthyridin-3-yl)-6-methylpyridin-3-yl)-5-(trifluoromethyl)oxazol-2-amine